FC(CO)COC1=NN(C=C1[N+](=O)[O-])C1CCC(CC1)OC 2-fluoro-3-((1-((1r,4r)-4-methoxycyclohexyl)-4-nitro-1H-pyrazol-3-yl)oxy)propan-1-ol